methyl-β-naphthyl ketone CC(=O)C1=CC2=CC=CC=C2C=C1